5-(5-((1R,5S,6r)-6-(1H-1,2,3-triazol-5-yl)-3-azabicyclo[3.1.0]hexan-3-yl)-1,3,4-oxadiazol-2-yl)-N-(2-chlorophenethyl)pyrimidin-2-amine N1N=NC=C1C1[C@H]2CN(C[C@@H]12)C1=NN=C(O1)C=1C=NC(=NC1)NCCC1=C(C=CC=C1)Cl